2-methylbenzo[d]thiazole-6-carboxylic acid CC=1SC2=C(N1)C=CC(=C2)C(=O)O